tert-butyl (R)-3-((S)-3-(4-bromobenzo[b]thiophene-2-yl)-1-(tert-butoxy)-1-oxopropane-2-yl)pyrrolidine-1-carboxylate BrC1=CC=CC=2SC(=CC21)C[C@H](C(=O)OC(C)(C)C)[C@@H]2CN(CC2)C(=O)OC(C)(C)C